C(C)(=O)OC=1C=C2C(=NC(=NC2=CC1OC)C)O 4-hydroxy-7-methoxy-2-methyl-quinazolin-6-yl acetate